3-(5-(difluoromethyl)-1,3,4-thiadiazol-2-yl)-7-fluoro-8-(4-isobutyrylpiperazin-1-yl)-N-(3-methyloxetane-3-yl)imidazo[1,5-a]pyridine-6-sulfonamide FC(C1=NN=C(S1)C1=NC=C2N1C=C(C(=C2N2CCN(CC2)C(C(C)C)=O)F)S(=O)(=O)NC2(COC2)C)F